N1(NNNC1)NC([O-])=O tetrazolidinylcarbamate